3-((2-(5-chloro-1H-pyrrolo[2,3-b]pyridin-3-yl)-5-fluoro-pyrrolo[2,1-f][1,2,4]triazin-4-yl)amino)bicyclo[2.2.2]octane-2-carboxylic acid ClC=1C=C2C(=NC1)NC=C2C2=NN1C(C(=N2)NC2C(C3CCC2CC3)C(=O)O)=C(C=C1)F